4-(3-((5-cyano-4-(4-fluorophenyl)thiazol-2-yl)(methyl)amino)-2-ethyl-6-fluoropyrazolo[1,5-a]Pyridin-5-yl)piperazine-1-carboxylate C(#N)C1=C(N=C(S1)N(C=1C(=NN2C1C=C(C(=C2)F)N2CCN(CC2)C(=O)[O-])CC)C)C2=CC=C(C=C2)F